(E)-3-(2,6-dichlorophenyl)-1-(4-hydroxyphenyl)prop-2-en-1-one ClC1=C(C(=CC=C1)Cl)/C=C/C(=O)C1=CC=C(C=C1)O